ClC1=CC(=C(C2=C1N(N=N2)C)C)[C@H](CC(=O)OCC)C=2C=C1CCCC1=C(C2)CO ethyl (3R)-3-(7-chloro-1,4-dimethyl-1H-benzotriazol-5-yl)-3-[7-(hydroxymethyl)-2,3-dihydro-1H-inden-5-yl]propanoate